calcium perchlorate salt Cl(=O)(=O)(=O)[O-].[Ca+2].Cl(=O)(=O)(=O)[O-]